tri(3,3,4-trimethyl-1-pentyl)citrate CC(CCC(C(C(C(=O)[O-])(CCC(C(C)C)(C)C)CCC(C(C)C)(C)C)(O)C(=O)[O-])C(=O)[O-])(C(C)C)C